3-((3,3-dimethyl-2-oxobutyl)carbamoyl)cyclopentane-1-carboxylic acid CC(C(CNC(=O)C1CC(CC1)C(=O)O)=O)(C)C